C(C)OC(=O)C1=CN=C(N=N1)SC 3-methylsulfanyl-1,2,4-triazine-6-carboxylic acid ethyl ester